C1(=C(C=CC=C1)C1(CC1)NC1=NC=CC=N1)C N-(1-(o-tolyl)cyclopropyl)pyrimidin-2-amine